ClC1=CC=C(C=C1)C1OC1 2-(p-chlorophenyl)oxirane